Tert-Butyl 3-(6-nitropyridin-3-yl)-3,8-diazabicyclo[3.2.1]octane-8-Carboxylate [N+](=O)([O-])C1=CC=C(C=N1)N1CC2CCC(C1)N2C(=O)OC(C)(C)C